(R)-N-(2-(4-((1-Ethylpiperidin-3-yl)amino)-5,6,7,8-tetrahydro-5,8-ethanophthalazin-1-yl)-5-(trifluoromethyl)phenyl)methanesulfonamide C(C)N1C[C@@H](CCC1)NC1=NN=C(C=2C3CCC(C12)CC3)C3=C(C=C(C=C3)C(F)(F)F)NS(=O)(=O)C